C(=C)S(=O)CCCl 2-Chloroethyl vinyl sulfoxide